CN1N=C(C(=C1)C1=CC=NC=C1)C1=CC=C(OCC2=NC3=CC=CC=C3C=C2C(=O)NS(=O)(=O)C)C=C1 2-[[4-[1-methyl-4-(4-pyridinyl)pyrazol-3-yl]phenoxy]methyl]-N-methanesulfonyl-quinoline-3-carboxamide